6-(3-iodobenzylamino)purine IC=1C=C(CNC2=C3NC=NC3=NC=N2)C=CC1